7-[(3R,4R)-4-methyltetrahydrofuran-3-yl]-2-[[1-(oxetan-3-yl)-3-[(1S)-2,2,2-trifluoro-1-methyl-ethoxy]pyrazol-4-yl]amino]pyrrolo[2,3-d]pyrimidine-6-carbonitrile C[C@@H]1[C@H](COC1)N1C(=CC2=C1N=C(N=C2)NC=2C(=NN(C2)C2COC2)O[C@H](C(F)(F)F)C)C#N